N-(1-(3-chlorophenyl)-2-hydroxyethyl)-1-(2-(((S)-1-hydroxybutan-2-yl)amino)pyridin-4-yl)-1H-pyrrole-3-carboxamide ClC=1C=C(C=CC1)C(CO)NC(=O)C1=CN(C=C1)C1=CC(=NC=C1)N[C@H](CO)CC